(E)-3-(4-aminophenyl)-2-propenoic acid methyl ester COC(\C=C\C1=CC=C(C=C1)N)=O